2,6-DIETHYL-OCTANE C(C)C(C)CCCC(CC)CC